4-methyl-4-oxo-1,4-azaphosphinane CP1(CCNCC1)=O